C(=O)O.N[C@H]1CN(CC1)C(=O)NCCCNC(C1=C(C=C(C=C1)NC=1C=2N(C=CN1)C(=CN2)C=2C(=NN(C2)CC#N)C(F)(F)F)CC)=O (R)-3-amino-N-(3-(4-((3-(1-(cyanomethyl)-3-(trifluoromethyl)-1H-pyrazol-4-yl)imidazo[1,2-a]pyrazin-8-yl)amino)-2-ethylbenzamido)propyl)pyrrolidine-1-carboxamide formate